cyclobutyl (2R)-2-{[(1,2,3,5,6,7-hexahydro-s-indacen-4-yl)carbamoyl]amino}-3-(pyridin-3-yl)propanoate C1CCC2=C(C=3CCCC3C=C12)NC(=O)N[C@@H](C(=O)OC1CCC1)CC=1C=NC=CC1